C(C1=CC=CC=C1)OC1=C(C=CC=C1)C1=CC(=C(N=N1)N)N1CC2CCC(C1)N2C2=NC=C(C=N2)C=C 6-(2-benzyloxyphenyl)-4-[8-(5-vinylpyrimidin-2-yl)-3,8-diazabicyclo[3.2.1]octan-3-yl]pyridazin-3-amine